nickel lithium oxide oxygen [O+2].[O-2].[Li+].[Ni+2]